ClC1=CC(=C(C=C1)C1=NC(=CC=2N=C(N(C(C21)=O)C)C)N2C[C@H](OCC2)C=2C=NN(C2)C)F 5-(4-chloro-2-fluorophenyl)-2,3-dimethyl-7-((2R)-2-(1-methyl-1H-pyrazol-4-yl)-4-morpholinyl)pyrido[4,3-d]pyrimidin-4(3H)-one